N-(2,2-dimethyl-3,3-diphenyl-4-oxa-3-silahept-7-yl)imidazole-1-carboxamide CC(C)([Si](OCCCNC(=O)N1C=NC=C1)(C1=CC=CC=C1)C1=CC=CC=C1)C